ClC1=C(C=C(C=N1)[C@@H](C(F)(F)F)N[S@](=O)C(C)(C)C)F (R)-N-((S)-1-(6-chloro-5-fluoropyridin-3-yl)-2,2,2-trifluoroethyl)-2-methylpropane-2-sulfinamide